NC(C)(C1CCCC1)C1=NN(C2=CN=CC=C21)C 3-(1-amino-1-cyclopentylethyl)-1-methyl-1H-pyrazolo[3,4-c]pyridine